6-bromo-4-fluoro-1,2-diphenyl-1,2-dihydro-3H-indazol-3-one BrC1=CC(=C2C(N(N(C2=C1)C1=CC=CC=C1)C1=CC=CC=C1)=O)F